FC1CN(C1)C(=O)C1=CC=2C(=NC=CC2)N1C1=CC=C(C=C1)OC (3-Fluoroazetidin-1-yl)(1-(4-methoxyphenyl)-1H-pyrrolo[2,3-b]pyridin-2-yl)methanone